2-{[(N,N-Dimethyl-beta-alanyl)oxy]methyl}-3-[(3-propyldecanoyl)oxy]-2-{[(3-propyldecanoyl)oxy]methyl}propyl heptyl hexanedioate C(CCCCC(=O)OCCCCCCC)(=O)OCC(COC(CC(CCCCCCC)CCC)=O)(COC(CC(CCCCCCC)CCC)=O)COC(CCN(C)C)=O